N1C(CCC1)COC=1C=NC(=NC1)C(=O)Cl 5-(1-tetrahydropyrrolylmethoxy)pyrimidine-2-carbonyl chloride